(2R,5S)-1-(1-(4-(difluoromethyl)-3-fluorophenyl)-2-methylpropyl)-2,5-dimethylpiperazine dihydrochloride Cl.Cl.FC(C1=C(C=C(C=C1)C(C(C)C)N1[C@@H](CN[C@H](C1)C)C)F)F